2-(Difluoromethoxy)-5-phenyl-6,7,8,9-tetrahydrobenzo[g]quinoxaline FC(OC=1C=NC=2C(=C3C(=CC2N1)CCCC3)C3=CC=CC=C3)F